[N+](=O)([O-])C1=CC=C(C=C1)C1=CC=C(O1)\C=C/1\C(N(C(=C1)C1=CC=CC=C1)C1=CC=C(C(=O)O)C=C1)=O 4-[(3E)-3-[[5-(4-nitrophenyl)furan-2-yl]methylidene]-2-oxo-5-phenylpyrrol-1-yl]benzoic acid